N(N)C(=O)C1=CN(C2=NC=CC(=C21)OC2=CC=C1CCN(CC1=C2)C(=O)OC(C)(C)C)COCC[Si](C)(C)C tert-Butyl 7-((3-(hydrazinecarbonyl)-1-((2-(trimethylsilyl)ethoxy)methyl)-1H-pyrrolo[2,3-b]pyridin-4-yl)oxy)-3,4-dihydroisoquinoline-2(1H)-carboxylate